N,N-dibutylanilinium tetrakis(pentafluorophenyl)borate FC1=C(C(=C(C(=C1[B-](C1=C(C(=C(C(=C1F)F)F)F)F)(C1=C(C(=C(C(=C1F)F)F)F)F)C1=C(C(=C(C(=C1F)F)F)F)F)F)F)F)F.C(CCC)[NH+](C1=CC=CC=C1)CCCC